2-(4-methyl-3-oxo-piperazin-1-yl)acetaldehyde CN1C(CN(CC1)CC=O)=O